2,2-dimethyl-thiopropionamide CC(C(=S)N)(C)C